C(#N)[C@@H](C)NC1=CC(=NC=C1C1=CC(=NO1)C1CCC(CC1)CCO)N1N=CC=2C1=NC=C(C2)C#N 1-(4-(((R)-1-cyanoethyl)amino)-5-(3-((1r,4R)-4-(2-hydroxyethyl)cyclohexyl)isoxazol-5-yl)pyridin-2-yl)-1H-pyrazolo[3,4-b]pyridine-5-carbonitrile